4-furan-2-yl-cyclopentane O1C(=CC=C1)C1CCCC1